NC1=C2N=CN(C2=NC=N1)CCOC1=CC=C(C#N)C=C1 4-(2-(6-amino-9H-purin-9-yl)ethoxy)benzonitrile